(S)-methyl-1-(4-cyanopyridin-2-yl)pyrrolidine-2-carboxylic acid C[C@@]1(N(CCC1)C1=NC=CC(=C1)C#N)C(=O)O